S1C(=NC2=C1C=CC=C2)C2=C(C#N)C(=C(C(=C2C2=CC=CC1=C2OC2=C1C=CC=C2)N2C1=CC=CC=C1C=1C=C(C=CC21)C2=CC=C(C=C2)N(C2=CC=CC=C2)C2=CC=CC=C2)N2C1=CC=CC=C1C=1C=C(C=CC21)C2=CC=C(C=C2)N(C2=CC=CC=C2)C2=CC=CC=C2)C2=CC=CC1=C2OC2=C1C=CC=C2 2-(benzo[d]thiazol-2-yl)-3,6-bis(dibenzo[b,d]furan-4-yl)-4,5-bis(3-(4-(diphenylamino)phenyl)-9H-carbazol-9-yl)benzonitrile